C(C1=CC=CC=C1)N1CC2CC2(C1)C(F)(F)F 3-benzyl-5-(trifluoromethyl)-3-azabicyclo[3.1.0]hexane